6-hydroxy-6-((5-hydroxy-[1,1'-biphenyl]-2-yl)but-1,3-diyn-1-yl)-[1,1'-biphenyl]-3(6H)-one OC1(C=CC(C=C1C1=CC=CC=C1)=O)C#CC#CC1=C(C=C(C=C1)O)C1=CC=CC=C1